C(C)(C)(C)OC(=O)C1=CN=C(S1)NCCC(=O)OC ((3-methoxy-3-oxopropyl)amino)thiazole-5-carboxylic acid tert-butyl ester